BrC1=C(C=C(C=C1)CC(=N)NO)Cl 2-(4-bromo-3-chlorophenyl)-N-hydroxyacetamidine